FC(=C(F)Cl)Cl 1,2-difluorodichloroethylene